C1CCCC2=NC=C3C(=CC=C21)C=CC=C3 Tetrahydrodibenzo[b,f]azocin